methylphosphonate disodium salt [Na+].[Na+].CP([O-])([O-])=O